3-(5-((8-benzhydryl-2,8-diazaspiro[4.5]decan-2-yl)methyl)-1-oxoisoindolin-2-yl)piperidine-2,6-dione C(C1=CC=CC=C1)(C1=CC=CC=C1)N1CCC2(CCN(C2)CC=2C=C3CN(C(C3=CC2)=O)C2C(NC(CC2)=O)=O)CC1